NC1=NC(N(C=C1)CC(=O)N([C@H](CCCNC(N)=N)C(=O)O)CCN)=O N2-(2-(4-amino-2-oxopyrimidin-1(2H)-yl)acetyl)-N2-(2-aminoethyl)-D-arginine